2-[[3-chloro-N-[[2-(2,6-dioxo-3-piperidyl)-1-oxo-isoindolin-5-yl]methylcarbamoyl]-5-nitro-anilino]methyl]prop-2-enoic acid ClC=1C=C(N(C(NCC=2C=C3CN(C(C3=CC2)=O)C2C(NC(CC2)=O)=O)=O)CC(C(=O)O)=C)C=C(C1)[N+](=O)[O-]